FC1=C(C=CC(=C1)F)C=1C=C2CCC(C(C2=CC1)NC(O[C@@H]1CN2CCC1CC2)=O)(C)C (S)-quinuclidin-3-yl (6-(2,4-difluorophenyl)-2,2-dimethyl-1,2,3,4-tetrahydronaphthalen-1-yl)carbamate